CN(C(=S)S)N1CCNCC1 N-methylpiperazinedithiocarbamic acid